ClC1=C2NC(=NC2=NC(=N1)N(C(=O)OC(C)(C)C)C(=O)OC(C)(C)C)C(=O)OC(C)(C)C 6-chloro-2-di-BOCaminoBOCpurine